FC1(CC2(C1)C[C@@H](N(CC2)CC2=C1C=CNC1=C(C=C2OC)C)C2=CC=C(C(=O)N1CC(C1)C#N)C=C2)F (R)-1-(4-(2,2-difluoro-7-((5-methoxy-7-methyl-1H-indol-4-yl)methyl)-7-azaspiro[3.5]nonan-6-yl)benzoyl)azetidine-3-carbonitrile